1-[(2-{2,4-Difluoro-3-[(4-methoxyphenyl)methoxy]phenyl}-1,3-thiazol-5-yl)methyl]-3-ethyl-1,2,3,4-tetrahydropyrimidine-2,4-dione FC1=C(C=CC(=C1OCC1=CC=C(C=C1)OC)F)C=1SC(=CN1)CN1C(N(C(C=C1)=O)CC)=O